C(CCCCCCCCCCC)(=O)N[C@@H](CC1=CC=C(C=C1)O)C(=O)O N-dodecanoyl-L-tyrosine